C1CC12NCC[C@@H](C2)N2C=CC1=C2N=NC(=C1)C1=C(C=C(C=C1)N1N=NC=C1C)O 2-{7-[(7S)-4-azaspiro[2.5]oct-7-yl]-7H-pyrrolo[2,3-c]pyridazin-3-yl}-5-(5-methyl-1H-1,2,3-triazol-1-yl)phenol